7-chloro-3-((trimethylsilyl)oxy)-1H-indene-2-carbaldehyde ClC=1C=CC=C2C(=C(CC12)C=O)O[Si](C)(C)C